7-(isopropylamino)-4-(4-methoxybenzyl)thieno[3,2-b]pyridine C(C)(C)NC1=C2C(N(C=C1)CC1=CC=C(C=C1)OC)=CCS2